CC1(CCC=2C1=NC1=C(C2NC(=O)N=[S@@](=O)(N)C2=NN(C=C2)C(C)C)CCC1)C (S)-N'-((3,3-dimethyl-1,2,3,5,6,7-hexahydrodicyclopenta[b,e]pyridin-8-yl)carbamoyl)-1-isopropyl-1H-pyrazole-3-sulfonimidamide